C(C)(C)(C)OC(=O)NC1(CN(CCC1)C(=O)OCC1=CC=CC=C1)C(N(C)OC)=O benzyl 3-((tert-butoxycarbonyl)amino)-3-(methoxy(methyl)carbamoyl)piperidine-1-carboxylate